N=1C=NN2C1C=CC(=C2)C2=CNC=1N=C(N=CC12)NC1CCC2(CN(C2)C(C)=O)CC1 1-(7-((5-([1,2,4]triazolo[1,5-a]pyridin-6-yl)-7H-pyrrolo[2,3-d]pyrimidin-2-yl)amino)-2-azaspiro[3.5]nonan-2-yl)ethan-1-one